cis-(2S,5S)-N-[4-(3-Cyanophenyl)-5-(2,6-dimethyl-4-pyridyl)thiazol-2-yl]-2,5-dimethyl-piperazin-1-carboxamid C(#N)C=1C=C(C=CC1)C=1N=C(SC1C1=CC(=NC(=C1)C)C)NC(=O)N1[C@H](CN[C@H](C1)C)C